diisobutyldithiophosphate phosphorus [P+].C(C(C)C)SP(=S)(OCC(C)C)[O-]